(Z)-oxacycloheptadec-10-en-2-one O1C(CCCCCCC\C=C/CCCCCC1)=O